FC(C=1C=C2C=C(OC(C2=CC1)=O)C1=CC=C(C=C1)C(F)(F)F)(F)F 6-(trifluoromethyl)-3-(4-(trifluoromethyl)phenyl)-1H-isochromen-1-one